2-(4,6-Dimethyl-1,3,5-triazin-2-yl)aniline CC1=NC(=NC(=N1)C)C1=C(N)C=CC=C1